fluoroinosine F[C@@]1([C@H](O)[C@H](O)[C@@H](CO)O1)N1C=NC=2C(O)=NC=NC12